NC=1SC(=CN1)CN1C(CN(CC1)CC(=O)N)C 2-(4-((2-aminothiazol-5-yl)methyl)-3-methylpiperazin-1-yl)acetamide